ClC1=NC=C(C(=C1)C1=C(C=NC(=C1)C)C(=O)NC=1SC(=NN1)OCC1OCC(OC1)(C)C)OC 2'-chloro-N-(5-((5,5-dimethyl-1,4-dioxane-2-yl)methoxy)-1,3,4-thiadiazol-2-yl)-5'-methoxy-6-methyl-(4,4'-bipyridine)-3-carboxamide